[Cu+2].CS(=O)(=O)C1=CC=C(C=C1)S(=O)(=O)[O-].CS(=O)(=O)C1=CC=C(C=C1)S(=O)(=O)[O-] p-methylsulfonylbenzenesulfonic acid copper salt